3,7-DIHYDROXYNAPHTHALENE-2-CARBOXYLIC ACID OC=1C(=CC2=CC(=CC=C2C1)O)C(=O)O